BrC=1C=NC(=C(C=O)C1)F 5-bromo-2-fluoronicotinaldehyde